CS(=O)(=O)C1=C(C=CC=C1)C1=C2C(=NC(=C1)N1[C@@H](COCC1)C)C(=NS2)O 7-(2-methanesulfonylphenyl)-5-[(3R)-3-methylmorpholin-4-yl]-[1,2]thiazolo[4,5-b]pyridin-3-ol